1,3-dimethyl-N-(3-(methylimino)butan-2-yl)-1,3-dihydro-2H-imidazole-2-imine CN1C(N(C=C1)C)=NC(C)C(C)=NC